(4-((S)-2-methyl-5-oxopyrrolidin-1-yl)piperidin-1-yl)-2-azaspiro[3.4]octane-2-carboxylic acid ethyl ester C(C)OC(=O)N1C(C2(C1)CCCC2)N2CCC(CC2)N2[C@H](CCC2=O)C